BrCC(=O)C1=C(C=C(C=C1)Cl)F 2-bromo-1-(4-chloro-2-fluorophenyl)ethane-1-one